OC1=CC(=CC=2C(C3=C(C(=CC=C3C(C12)=O)O)COCC)=O)O 1,3,6-trihydroxy-5-ethoxymethyl-anthraquinone